FC(C=1C=C(C=CC1F)NC(N(C=1C=NC(=NC1)OC)CC1=NNC(=C1CCO)C(F)(F)F)=O)F 3-(3-(difluoromethyl)-4-fluorophenyl)-1-((4-(2-hydroxyethyl)-5-(trifluoromethyl)-1H-pyrazol-3-yl)methyl)-1-(2-methoxypyrimidin-5-yl)urea